C1(=C(C=CC=C1)C1=C(C(=NN=N1)C1=NSC2=CC3=C(C=CC=4C=5C=CC=CC5CC34)C2=C1)C1=C(C=CC=C1)C1=CC=CC=C1)C1=CC=CC=C1 [di(biphenylyl)triazineyl]azathiaindenofluorene